C(C)(C)(C)C(C(=O)O)(OS(=O)(=O)C1=CC=C(C)C=C1)C1=CC=CC=C1.COC(C(OS(=O)(=O)C1=CC=C(C)C=C1)(C1=CC=CC=C1)C(C)(C)C)=O Tert-butylphenyl-alpha-(p-toluenesulfonyloxy)-acetic acid methyl ester (t-butylphenyl-alpha-(p-toluenesulfonyloxy)-acetate)